CC=1SC(=C(N1)C)C 2,4,5-trimethyl-thiazole